2-(4-(4-(aminomethyl)-8-fluoro-1-oxo-1,2-dihydrophthalazin-6-yl)-1-methyl-1H-pyrazol-5-yl)-6-ethylbenzonitrile NCC1=NNC(C2=C(C=C(C=C12)C=1C=NN(C1C1=C(C#N)C(=CC=C1)CC)C)F)=O